isopropyl ((4-amino-2-(3-aminoprop-1-yn-1-yl)phenethoxy)(phenoxy)phosphoryl)-L-alaninate NC1=CC(=C(CCOP(=O)(OC2=CC=CC=C2)N[C@@H](C)C(=O)OC(C)C)C=C1)C#CCN